BrC=1C(=C2CCOC(C2=CC1)=O)[N+](=O)[O-] 6-bromo-5-nitroisochroman-1-one